[Cl-].N1(CCC1)C1=CC2=C(C(=C3C([Si]2(C)C)=CC(C=C3)=[N+]3CCC3)C3=CC=CC=C3)C=C1 1-(7-(azetidin-1-yl)-5,5-dimethyl-10-phenyldibenzo[b,e]silin-3(5H)-ylidene)azetidin-1-ium chloride